CC1(CCC(CN1)NC1=NC=2N(C(=N1)NCC=1C=CC=CC1)N=CC2C(C)C)C 3-(((2-((6,6-dimethylpiperidin-3-yl)amino)-8-isopropylpyrazolo[1,5-a][1,3,5]triazin-4-yl)amino)methyl)benzene